FC1=C(C=CC=C1F)CN1C(CCC1=O)CC(=O)N(C1=CC=CC=C1)C 2-[1-[(2,3-difluorophenyl)methyl]-5-oxopyrrolidin-2-yl]-N-methyl-N-phenylacetamid